C[Si](OCC(C)N)(OCC(C)N)OCC(C)N 1,1',1''-((methylsilanetriyl)tris(oxy))tris(propan-2-amine)